6,7-dihydropyrazolo-[1,5-a]pyrazin-4(5H)-one N1=CC=C2N1CCNC2=O